ClC1=CC=C(C=N1)C(=O)NC1(CCC1)C1=NC=C(C=C1)NC(=O)C1=CC(=NC=C1)C 6-chloro-N-(1-{5-[(2-methylpyridine-4-carbonyl)amino]pyridin-2-yl}cyclobutyl)pyridine-3-carboxamide